FC=1C=C2C=NN(C2=CC1C=1C=2C(=NN(C2C=CC1)CC(=O)NCC=1N=NN(C1)CC(=O)O)C1CCN(CC1)C(CCC(C)=O)=O)C 2-(4-((2-(5'-fluoro-1'-methyl-3-(1-(4-oxopentanoyl)piperidin-4-yl)-1H,1'H-[4,6'-biindazol]-1-yl)acetamido)methyl)-1H-1,2,3-triazol-1-yl)acetic acid